O=C1NC=C(C2=CC=C(C=C12)O[C@@H](C(=O)N1CCC(CC1)NC(C)=O)C)C1=C(C=CC=C1)C (R)-N-(1-(2-((1-oxo-4-(o-tolyl)-1,2-dihydroisoquinolin-7-yl)oxy)propanoyl)piperidin-4-yl)acetamide